[N-](S(=O)(=O)C(F)(F)F)S(=O)(=O)C(F)(F)F.CN1C(CCC1)CCCC N-methylbutylpyrrolidine bistrifluoromethanesulfonimide salt